C(C1=CC=CC=C1)N1CCC(=CC1)C(\C(=C\C1=CC=C(C=C1)Cl)\C1=CC=CC=C1)=O (E)-1-(1-benzyl-1,2,3,6-tetrahydropyridin-4-yl)-3-(4-chlorophenyl)-2-phenylprop-2-en-1-one